ClC1=CC(=C2C[C@H](CC2=C1)NC1=NC=C(C=N1)C(=O)OCC)C#N ethyl (S)-2-((6-chloro-4-cyano-2,3-dihydro-1H-inden-2-yl)amino)pyrimidine-5-carboxylate